(R)-4-(2-(1-hydroxyethyl)imidazo[4,5-d]pyrrolo[2,3-b]pyridin-1(6H)-yl)benzonitrile O[C@H](C)C1=NC=2C(=C3C(=NC2)NC=C3)N1C1=CC=C(C#N)C=C1